C1(=CC=CC=C1)C=1C2=CC=CC=C2N=C2C=CC=CC12 9-PHENYLACRIDINE